C1(CC1)C1=NC=NC(=C1C1=NN2C(N(C(C(C2)(C)C)=O)COCC[Si](C)(C)C)=C1)OC 2-(4-cyclopropyl-6-methoxypyrimidin-5-yl)-6,6-dimethyl-4-((2-(trimethylsilyl)ethoxy)methyl)-6,7-dihydropyrazolo[1,5-a]pyrimidin-5(4H)-one